Sodium (R)-2,3-bis(tetradecanoyloxy)propyl ((2-heptadecyl-1,3-dioxolan-4-yl)methyl) Phosphate P(=O)(OC[C@@H](COC(CCCCCCCCCCCCC)=O)OC(CCCCCCCCCCCCC)=O)(OCC1OC(OC1)CCCCCCCCCCCCCCCCC)[O-].[Na+]